1-(2-(3,8-diazabicyclo[3.2.1]octan-8-yl)-6,7-dihydrothiazolo[5,4-c]pyridin-5(4H)-yl)-2,2-difluoro-2-phenylethan-1-one C12CNCC(CC1)N2C=2SC=1CN(CCC1N2)C(C(C2=CC=CC=C2)(F)F)=O